ClC=1C=C2C(=C3C1NC(NC31CCCCC1)=O)OC(=N2)CN2CCC(CC2)=O 5-chloro-2-[(4-oxopiperidin-1-yl)methyl]-7,8-dihydro-6H-spiro[[1,3]oxazolo[5,4-f]quinazoline-9,1'-cyclohexane]-7-one